C(C)(C)(C)P tert-butylphosphane